(oxy)bis(3-nitropyridine) O(C1=NC=CC=C1[N+](=O)[O-])C1=NC=CC=C1[N+](=O)[O-]